COCOC1=C(C(=O)OC)C=CC(=C1)C=1NC(=CN1)C(F)(F)F methyl 2-(methoxymethoxy)-4-[5-(trifluoromethyl)-1H-imidazol-2-yl]benzoate